FCCCN1C[C@H](CC1)OC1=CC=C(C=C1)C1=C(CCCC2=C1C=CC(=C2)O)C=2C=C1C(=NC2)NC=C1 5-[4-[(3S)-1-(3-fluoropropyl)pyrrolidin-3-yl]oxyphenyl]-6-(1H-pyrrolo[2,3-b]pyridin-5-yl)-8,9-dihydro-7H-benzo[7]annulen-2-ol